tert-butyl 4-[methoxy(methyl)carbamoyl]-2-methylpiperidine-1-carboxylate CON(C(=O)C1CC(N(CC1)C(=O)OC(C)(C)C)C)C